1-(5-(2,6-difluorophenyl)-3,7-dimethyl-1,6-dihydropyrazolo[4,3-d]pyrido[4,3-f][1,3]diazepin-9-yl)-4-methylpiperidin-4-ol FC1=C(C(=CC=C1)F)C=1NC2=C(C3=C(N1)C(=NN3)C)C=C(N=C2C)N2CCC(CC2)(O)C